methylamino-acetamido-acetic acid CNC(C(=O)O)NC(C)=O